(2-fluoro-3-methoxy-6-(4-(trimethylsilyl)-1H-1,2,3-triazol-1-yl)phenyl)methanol FC1=C(C(=CC=C1OC)N1N=NC(=C1)[Si](C)(C)C)CO